BrC=1C=C2C3(CNC(C2=CC1)=O)C(C3)C(=O)OCC ethyl 6'-bromo-1'-oxo-2',3'-dihydro-1'H-spiro[cyclopropane-1,4'-isoquinoline]-2-carboxylate